CC1(CCC=2C1=C(N=NC2)N)C 7,7-dimethyl-6,7-dihydro-5H-cyclopenta[d]pyridazin-1-amine